C1(CC1)C1=NN(C(=N1)NC1=CC(=NC=C1)CC(C)O)C1CCOCC1 (4-((3-cyclopropyl-1-(tetrahydro-2H-pyran-4-yl)-1H-1,2,4-triazol-5-yl)amino)pyridin-2-yl)propan-2-ol